Methyl-4-(4-(3-methylbutanoyl)phenyl)piperidine-1-carboxylate COC(=O)N1CCC(CC1)C1=CC=C(C=C1)C(CC(C)C)=O